C(C)(C)(C)OC(=O)N1CC(C1)C1=NN(C2=NC=CC(=C21)C#C[Si](C(C)C)(C(C)C)C(C)C)C2=CC=C(C=C2)OC(F)(F)F 3-(1-(4-(trifluoromethoxy)phenyl)-4-((triisopropylsilyl)ethynyl)-1H-pyrazolo[3,4-b]pyridin-3-yl)azetidine-1-carboxylic acid tert-butyl ester